(2S,3R,4R,5S)-2-(fluoromethyl)-1-((4-isopropylcyclohexyl)methyl)piperidine-3,4,5-triol FC[C@H]1N(C[C@@H]([C@H]([C@@H]1O)O)O)CC1CCC(CC1)C(C)C